N-[(1S)-2-[4-bromo-3-chloro-2-(3-fluoropyridine-2-carbonyl)anilino]-1-methyl-2-oxo-ethyl]carbamic acid tert-butyl ester C(C)(C)(C)OC(N[C@H](C(=O)NC1=C(C(=C(C=C1)Br)Cl)C(=O)C1=NC=CC=C1F)C)=O